4-chloro-2-(fluoranthen-3-yl)benzofuro[2,3-d]Pyrimidine ClC=1C2=C(N=C(N1)C=1C=CC=3C4=CC=CC=C4C4=CC=CC1C34)OC3=C2C=CC=C3